(R)-N-(3-fluoro-4-(trimethylsilyl)phenyl)-2-((3-hydroxy-1,2-oxazol-5-yl)acetyl)-6-(methoxymethyl)-1,2,3,4-tetrahydroisoquinoline-1-carboxamide FC=1C=C(C=CC1[Si](C)(C)C)NC(=O)[C@@H]1N(CCC2=CC(=CC=C12)COC)C(CC1=CC(=NO1)O)=O